N[C@@H]1C2=CC=CC=C2CC12CCN(CC2)C=2N(C(C1=C(N2)NN=C1C(=C)C1=CC=CC=C1)=O)C (S)-6-(1-amino-1,3-dihydro-spiro[indene-2,4'-piperidin]-1'-yl)-5-methyl-3-(1-phenylvinyl)-1,5-dihydro-4H-pyrazolo[3,4-d]pyrimidin-4-one